dihydropyrazolo[1,5-a]pyrido[2,3-e]pyrimidine-6(7H)-carboxamide N1CC=C2N1C1=C(C=N2)N(CC=C1)C(=O)N